NC1=C(C=CC(=N1)N1CC2N(C(C1)C2)C(=O)OC(C)(C)C)[N+](=O)[O-] tert-butyl 3-(6-amino-5-nitropyridin-2-yl)-3,6-diazabicyclo[3.1.1]heptane-6-carboxylate